3-[6-[[2-(4-methoxyphenyl)pyrazol-3-yl]methyl]benzofuran-3-yl]piperidine-2,6-dione COC1=CC=C(C=C1)N1N=CC=C1CC1=CC2=C(C(=CO2)C2C(NC(CC2)=O)=O)C=C1